Cl.NC1CCC(CC1)CN1C(\C(\C2=C(C(=C(C=C12)F)C(=O)NCC#C)F)=C/C=1NC(=CC1C)C)=O (Z)-1-(((1r,4r)-4-aminocyclohexyl)methyl)-3-((3,5-dimethyl-1H-pyrrol-2-yl)methylene)-4,6-difluoro-2-oxo-N-(prop-2-yn-1-yl)indoline-5-carboxamide hydrochloride